C(C)(C)(C)OC(=O)OO tert-butyl-peroxycarbonic acid